ethyl 2-(4-(5-(3-((5-cyano-4-(4-fluorophenyl) thiazol-2-yl)(methyl)amino)-2-ethylimidazo[1,2-a]pyridin-6-yl)pyridin-2-yl)piperazin-1-yl)acetate C(#N)C1=C(N=C(S1)N(C1=C(N=C2N1C=C(C=C2)C=2C=CC(=NC2)N2CCN(CC2)CC(=O)OCC)CC)C)C2=CC=C(C=C2)F